C1=CC=CC=2OC3=CC=CC=C3C(C12)=O xanthene-9-one